[N+](=O)([O-])C1=CN=CN1 5-nitroimidazole